2-[1,3-Dioxo-5-(1H-[1,2,3]triazol-4-yl)-1,3-dihydroisoindol-2-yl]-5-(3-methyl-3H-imidazol-4-yl)-benzoic acid O=C1N(C(C2=CC(=CC=C12)C=1N=NNC1)=O)C1=C(C(=O)O)C=C(C=C1)C=1N(C=NC1)C